5-[4-amino-5-(trifluoromethyl)pyrrolo[2,1-f][1,2,4]triazin-7-yl]-N-{4-[(cyclopropylmethyl)carbamoyl]-1,3-oxazol-2-yl}-2-methoxypyridine-3-carboxamide NC1=NC=NN2C1=C(C=C2C=2C=C(C(=NC2)OC)C(=O)NC=2OC=C(N2)C(NCC2CC2)=O)C(F)(F)F